The molecule is a diterpenoid that is 6a,7,8,10a-tetrahydro-6H-benzo[c]chromene substituted at position 1 by a hydroxy group, positions 6, 6 and 9 by methyl groups and at position 3 by a pentyl group. The principal psychoactive constituent of the cannabis plant, it is used for treatment of anorexia associated with AIDS as well as nausea and vomiting associated with cancer chemotherapy. It has a role as a metabolite, a non-narcotic analgesic, a hallucinogen, a cannabinoid receptor agonist and an epitope. It is a diterpenoid, a benzochromene, a polyketide and a phytocannabinoid. CCCCCC1=CC(=C2[C@@H]3C=C(CC[C@H]3C(OC2=C1)(C)C)C)O